N-(2-((4-chloro-2-fluorophenyl)sulfonamido)-4-methoxyphenyl)acetamide ClC1=CC(=C(C=C1)S(=O)(=O)NC1=C(C=CC(=C1)OC)NC(C)=O)F